COC(C1=CC(=C(C=C1)OCCS(=O)(=O)C)C(F)(F)F)=O 4-(2-(Methylsulfonyl)ethoxy)-3-(trifluoromethyl)benzoic acid methyl ester